3-methyl-1-(2-((4-tert-butylphenyl)ethynyl)phenyl)but-3-en-1-one CC(CC(=O)C1=C(C=CC=C1)C#CC1=CC=C(C=C1)C(C)(C)C)=C